3-iodo-N-(pyrazin-2-yl)-1-((2-(trimethylsilyl)ethoxy)methyl)-1H-pyrazolo[4,3-d]pyrimidin-7-amine IC1=NN(C2=C1N=CN=C2NC2=NC=CN=C2)COCC[Si](C)(C)C